CS(=NC(CC=1N=C2N(C=C(C=C2)C2=NOC(=N2)C(F)(F)F)C1)=O)(C1=CC=CC=C1)=O N-(methyl(oxo)(phenyl)-λ6-sulfanylidene)-2-(6-(5-(trifluoromethyl)-1,2,4-oxadiazol-3-yl)imidazo[1,2-a]pyridin-2-yl)acetamide